ClP(=O)(OC1=C(C=CC=C1)CCC(=O)OCC)N[C@H](C(=O)OCC1=CC=CC=C1)C (2S)-benzyl 2-((chloro(2-(3-ethoxy-3-oxopropyl)phenoxy)phosphoryl)amino)propanoate